C(C)(=O)N1CCC(CC1)NC1=CC(=NC=N1)C(=O)NC[C@@H](O)[C@H]1N(CC2=CC(=CC=C2C1)OCC1=C(N=CO1)C)C(=O)OC(C)(C)C tert-Butyl (3S)-3-[(1R)-2-[[6-[(1-acetyl-4-piperidyl)amino]pyrimidine-4-carbonyl]amino]-1-hydroxy-ethyl]-7-[(4-methyloxazol-5-yl)methoxy]-3,4-dihydro-1H-isoquinoline-2-carboxylate